ClC1=C(COC=2C=NC=C(C2)N2N=CC(=C2)C2CCNCC2)C=CC=C1 3-((2-chlorobenzyl)oxy)-5-(4-(piperidin-4-yl)-1H-pyrazol-1-yl)pyridine